(1R,6S)-2,2-difluoro-6-{[(3S,4R)-3-fluoro-1-isopropylpiperidin-4-yl]oxy}cyclohexan-1-amine FC1([C@@H]([C@H](CCC1)O[C@H]1[C@H](CN(CC1)C(C)C)F)N)F